[N+](=O)([O-])C=1C=C(C=CC1)C1=COC=2C1=NC=C(C2)C2=CC=C(C=C2)N2CCN(CC2)C(=O)OC(C)(C)C tert-butyl 4-(4-(3-(3-nitrophenyl)furo[3,2-b]pyridin-6-yl)phenyl)piperazine-1-carboxylate